C(C)(C)NC(=N)NC(C)C 1,3-diisopropylguanidine